CC(CCOC=1C=C(C=CC1)C1=C(N=C(S1)NS(=O)(=O)C1=CC(=CC=C1)NC)C1=C(C=CC=C1C)C)(C)C N-[5-[3-(3,3-dimethylbutoxy)phenyl]-4-(2,6-dimethylphenyl)thiazol-2-yl]-3-(methylamino)benzenesulfonamide